3-fluoro-5-((2-methyl-7-(methylsulfonyl)-1-oxo-2,3-dihydro-1H-inden-4-yl)oxy)benzonitrile FC=1C=C(C#N)C=C(C1)OC1=C2CC(C(C2=C(C=C1)S(=O)(=O)C)=O)C